(+/-)-N-[3-[4-(2-amino-6-methyl-pyrimidin-4-yl)-1,4-oxazepan-3-yl]-4-chloro-phenyl]-3-hydroxy-propanamide NC1=NC(=CC(=N1)N1[C@@H](COCCC1)C=1C=C(C=CC1Cl)NC(CCO)=O)C |r|